1-(5-tert-butyl-2H-pyrazol-3-yl)-3-[4-(5-{7-[2-(2,6-dioxopiperidin-3-yl)-1-oxo-2,3-dihydro-1H-isoindol-4-yl]-heptyloxy}-benzoimidazol-1-yl)-phenyl]-urea C(C)(C)(C)C=1C=C(NN1)NC(=O)NC1=CC=C(C=C1)N1C=NC2=C1C=CC(=C2)OCCCCCCCC2=C1CN(C(C1=CC=C2)=O)C2C(NC(CC2)=O)=O